N-(5-Oxidanyl-1,3-Benzothiazol-2-Yl)ethanamide OC=1C=CC2=C(N=C(S2)NC(C)=O)C1